Cl.Cl.ClC1=CC=C(C=C1)C(CN1CCCC1)N 1-(4-chlorophenyl)-2-(pyrrolidin-1-yl)ethanamine dihydrochloride